Cl.CC1=C(CNC=2C=3N(C=C(C2)NC(CNC)=O)C(=C(N3)C)C)C(=CC=C1)C N-(8-((2,6-dimethylbenzyl)amino)-2,3-dimethylimidazo[1,2-a]pyridin-6-yl)-2-(methylamino)acetamide hydrochloride